ClC1=CC(=C(S1)C1=NC=C(C(=N1)C)O[C@@H]1C[C@H](CCC1)C(=O)OC)CNC(=O)O[C@H](C)C1=CC=CC=C1 methyl (1S,3S)-3-((2-(5-chloro-3-(((((R)-1-phenylethoxy)carbonyl)amino)methyl)thiophen-2-yl)-4-methylpyrimidin-5-yl)oxy)cyclohexane-1-carboxylate